2-(1,4,7,10-tetraazacyclododecane-1-yl)propionic acid tert-butyl ester C(C)(C)(C)OC(C(C)N1CCNCCNCCNCC1)=O